FC=1C(=C2C(=NC1)NN=C2)C=2C(=NN1C2CC[C@@](C1)(C)CF)C1=NC=C(C=C1)F (R)-5-Fluoro-4-[6-(fluoromethyl)-2-(5-fluoro-2-pyridyl)-6-methyl-5,7-dihydro-4H-pyrazolo[1,5-a]pyridin-3-yl]-1H-pyrazolo[3,4-b]pyridine